4,8-dimethoxy-2,6,8-trimethyl-6,8-dihydro-7H-pyrrolo[2,3-g]quinazolin-7-one COC1=NC(=NC2=CC3=C(C=C12)N(C(C3(C)OC)=O)C)C